butyl N-[(1R)-1-benzyl-2-hydroxy-ethyl]carbamate C(C1=CC=CC=C1)[C@H](CO)NC(OCCCC)=O